CN1C(C2=C(C(=C1)C1=CC(N(C=C1C1=CC(=CC=C1)COC(F)(F)F)C)=O)C=C(N2)C=2C=NN(C2)C(F)(F)F)=O 6-methyl-4-(1-methyl-2-oxo-5-(3-((trifluoromethoxy)methyl)phenyl)-1,2-dihydropyridin-4-yl)-2-(1-(trifluoromethyl)-1H-pyrazol-4-yl)-1,6-dihydro-7H-pyrrolo[2,3-c]pyridin-7-one